NC1=C(C(=CC=C1)C=1C=NN(C1)C)N(S(=O)(=O)C)C N-(2-amino-6-(1-methyl-1H-pyrazole-4-yl)phenyl)-N-methylmethanesulfonamide